4-oxo-1H-quinazoline-6-sulfonamide O=C1N=CNC2=CC=C(C=C12)S(=O)(=O)N